NC1=NC(=C2N=CN(C2=N1)[C@H]1C=C[C@](C1)(O)CC)OC (1S,4R)-4-(2-amino-6-methoxy-9H-purin-9-yl)-1-ethylcyclopent-2-en-1-ol